7-iodo-1-(2-trimethylsilylethoxymethyl)pyrazolo[4,3-c]pyridin-4-amine IC=1C2=C(C(=NC1)N)C=NN2COCC[Si](C)(C)C